OC1(CC2C(CN(C2)C(=O)C2=CC=C(C=C2)C2(COC2)O)C1)C=1C=NC(=CC1)OC (5-hydroxy-5-(6-methoxypyridin-3-yl)hexahydrocyclopenta[c]pyrrol-2(1H)-yl)(4-(3-hydroxyoxetan-3-yl)phenyl)methanone